(((S)-1-phenylethyl)amino)-3-(tetrahydrofuran-3-yl)pyrimidine-2,4(1h,3h)-dione C1(=CC=CC=C1)[C@H](C)NN1C(N(C(C=C1)=O)C1COCC1)=O